CN(CCCNC1=CC(=NC2=CC=C(C=C12)F)C1=CC=C(C=C1)N1CCN(CC1)C(=O)OC(C)(C)C)C tert-butyl 4-(4-(4-(3-(dimethylamino)propylamino)-6-fluoroquinolin-2-yl)phenyl)piperazine-1-carboxylate